C(CCCCC)C(C(=O)OCCOC(C(C(O)(C(=O)[O-])CC(=O)[O-])(CCCCCC)CCCCCC)=O)(C(O)(C(=O)[O-])CC(=O)[O-])CCCCCC ethane-1,2-diyl bis(dihexyl citrate)